1-(3-((4,4-bis(((Z)-oct-5-en-1-yl) oxy)butanoyl)oxy)-2-(((((1-ethylpiperidin-3-yl)methoxy)carbonyl)oxy)methyl)propyl) 7-(undecan-3-yl) heptanedioate C(CCCCCC(=O)OC(CC)CCCCCCCC)(=O)OCC(COC(CCC(OCCCC\C=C/CC)OCCCC\C=C/CC)=O)COC(=O)OCC1CN(CCC1)CC